COC(=O)C=1C=CC=C2C=3N(C(=NC12)N[C@H]1C(NCCCC1)=O)N=C(N3)C3=CC=C(C=C3)OC 2-(4-methoxyphenyl)-5-{[(3R)-2-oxoazepan-3-yl]amino}[1,2,4]triazolo[1,5-c]quinazoline-7-carboxylic acid methyl ester